para-toluenesulfinic acid sodium salt [Na+].CC1=CC=C(C=C1)S(=O)[O-]